N1=CC=C(C=C1)N1CC2(C1)CC(C2)C(=O)O 2-(pyridin-4-yl)-2-azaspiro[3.3]heptane-6-carboxylic acid